(±)-4-[5-(4-methylphenyl)-2-[(piperidin-3-ylmethyl)amino]pyrimidin-4-yl]benzonitrile CC1=CC=C(C=C1)C=1C(=NC(=NC1)NC[C@H]1CNCCC1)C1=CC=C(C#N)C=C1 |r|